(S)-1-(3-((3-(4-phenoxyphenyl)-1H-pyrazolo[3,4-d]pyrimidin-1-yl)methyl)pyrrolidin-1-yl)but-2-yn-1-one O(C1=CC=CC=C1)C1=CC=C(C=C1)C1=NN(C2=NC=NC=C21)C[C@@H]2CN(CC2)C(C#CC)=O